(3s,5r,8as)-3-phenyl-hexahydro-oxazolo[3,2-a]pyridine-carbonitrile C1(=CC=CC=C1)[C@H]1C(O[C@@H]2N1CCCC2)C#N